2-(1-aminopropan-2-yl)-5-chloro-N-[(furan-2-yl)methyl]-3-methylthieno[3,2-b]pyridin NCC(C)C1C(=C2N(C(=CC=C2S1)Cl)CC=1OC=CC1)C